C(C)(C)(C)OC(=O)N1CCC(CC1)N1N=CC(=C1)C1=NC(=NC(=C1)C(F)(F)F)Cl 4-[4-[2-Chloro-6-(trifluoromethyl)pyrimidin-4-yl]pyrazol-1-yl]piperidine-1-carboxylic acid tert-butyl ester